(2S,3R)-2-amino-3-methylpent-4-enoic acid methyl ester COC([C@H]([C@@H](C=C)C)N)=O